6-(6-Chloropyridin-2-yl)-N2-((R)-1,1,1-trifluorobutan-2-yl)-N4-((S)-1,1,1-trifluorobutan-2-yl)-1,3,5-triazine-2,4-diamine ClC1=CC=CC(=N1)C1=NC(=NC(=N1)N[C@@H](C(F)(F)F)CC)N[C@H](C(F)(F)F)CC